2-n-tetradecyl-2-(chloromethyl)epoxyethane butyl-((4'-((2-(2-hydroxypropan-2-yl)-1H-imidazol-1-yl)methyl)-5-isobutyl-[1,1'-biphenyl]-2-yl)sulfonyl)carbamate C(CCC)OC(NS(=O)(=O)C1=C(C=C(C=C1)CC(C)C)C1=CC=C(C=C1)CN1C(=NC=C1)C(C)(C)O)=O.C(CCCCCCCCCCCCC)C1(CO1)CCl